4-chloro-2-(9-fluoro-7,7-dimethyl-1-oxo-1,3,4,6,7,8-hexahydro-2H-cyclopenta[4,5]pyrrolo[1,2-a]pyrazin-2-yl)nicotinaldehyde ClC1=CC=NC(=C1C=O)N1C(C=2N(CC1)C1=C(C2F)CC(C1)(C)C)=O